BrC=1C=CC2=C(CN([C@@H](C3(O2)CC3)C)CC3=CC=C(C=C3)OC)N1 (3'R)-7'-bromo-4'-(4-methoxybenzyl)-3'-methyl-4',5'-dihydro-3'H-spiro[cyclopropane-1,2'-Pyrido[2,3-f][1,4]oxazepine]